2-(7-((2S,5R)-2,5-diethyl-4-(1-(imidazo[1,2-a]pyridin-2-yl)ethyl)piperazin-1-yl)-4-methyl-5-oxo-4,5-dihydro-2H-pyrazolo[4,3-b]pyridin-2-yl)acetonitrile C(C)[C@@H]1N(C[C@H](N(C1)C(C)C=1N=C2N(C=CC=C2)C1)CC)C=1C=2C(N(C(C1)=O)C)=CN(N2)CC#N